4-(2-formyl-8-hydroxyquinolin-6-yl)benzoic acid C(=O)C1=NC2=C(C=C(C=C2C=C1)C1=CC=C(C(=O)O)C=C1)O